methyl 4-methyl-5-(trifluoromethyl)-4,5-dihydro-1H-pyrazole-3-carboxylate CC1C(=NNC1C(F)(F)F)C(=O)OC